NC(C[C@@H](C(=O)NCC(=O)NCN1C(N(CCC1=O)C1=C(C=CC(=C1)I)OC)=O)NC(OCC1C2=CC=CC=C2C=2C=CC=CC12)=O)=O (9H-Fluoren-9-yl)methyl (S)-(4-amino-1-((2-(((3-(5-iodo-2-methoxyphenyl)-2,6-dioxotetrahydropyrimidine-1(2H)-yl)methyl)amino)-2-oxoethyl)amino)-1,4-dioxobutan-2-yl)carbamate